4-Methyl-piperidine-1-carboxylic acid (7-methoxy-4-phenyl-1H-benzoimidazol-2-yl)-amide COC1=CC=C(C2=C1NC(=N2)NC(=O)N2CCC(CC2)C)C2=CC=CC=C2